FC(C1=CC=CC(=N1)NC(=O)C=1C(=CC=2N(C1)C=C(N2)C2CCC(CC2)CN2CCC(CC2)C2=CC=C(C=C2)C2C(NC(CC2)=O)=O)OC(C)C)F N-[6-(difluoromethyl)-2-pyridyl]-2-[4-[[4-[4-(2,6-dioxo-3-piperidyl)phenyl]-1-piperidyl]methyl]cyclohexyl]-7-isopropoxy-imidazo[1,2-a]pyridine-6-carboxamide